3-Methylheptan-2,3-diol CC(C(C)O)(CCCC)O